6-(3-(3-((1-(2-methoxypyridin-4-yl)cyclopropyl)amino)propanoyl)-3,8-diazabicyclo[3.2.1]octan-8-yl)nicotinonitrile COC1=NC=CC(=C1)C1(CC1)NCCC(=O)N1CC2CCC(C1)N2C2=NC=C(C#N)C=C2